2-ethylbutyl ((((2R,3S,4R,5S)-5-(4-aminopyrrolo[2,1-f][1,2,4]triazin-7-yl)-2-(chloromethyl)-3,4-dihydroxytetrahydrofuran-2-yl)methoxy) (phenoxy)phosphoryl)-L-alaninate NC1=NC=NN2C1=CC=C2[C@H]2[C@@H]([C@@H]([C@@](O2)(CCl)COP(=O)(OC2=CC=CC=C2)N[C@@H](C)C(=O)OCC(CC)CC)O)O